(6Ar,10aR)-1-methoxy-6,6,9-trimethyl-3-octan-2-yl-6a,7,10,10a-tetrahydrobenzo[c]chromene COC1=C2[C@H]3[C@H](C(OC2=CC(=C1)C(C)CCCCCC)(C)C)CC=C(C3)C